(R)-1-((4-((4-fluoro-2-methyl-1H-indol-5-yl)oxy)-methylpyrrolo[2,1-f][1,2,4]triazin-6-yl)oxy)propan-2-ol FC1=C2C=C(NC2=CC=C1OC1=NC(=NN2C1=CC(=C2)OC[C@@H](C)O)C)C